6-(2-{5-[(1R,4R,7R)-7-amino-2-azabicyclo[2.2.1]heptane-2-carbonyl]-7-methoxy-1-methyl-1H-1,3-benzodiazol-2-yl}-1-(cyclopropylmethyl)-1H-indol-6-yl)quinolin-1-ium-1-olate N[C@H]1[C@@H]2N(C[C@H]1CC2)C(=O)C2=CC1=C(N(C(=N1)C=1N(C3=CC(=CC=C3C1)C=1C=C3C=CC=[N+](C3=CC1)[O-])CC1CC1)C)C(=C2)OC